COC(=O)OC1=CC=C(C=C1)CC(=O)O 2-(4-(Methyloxycarbonyloxy)phenyl)acetic acid